N-cyclopropyl-5-(5-(1-ethyl-1H-pyrazol-4-yl)-6-((2-hydroxyethyl)amino)pyridin-3-yl)-2-fluoro-4-methylbenzamide C1(CC1)NC(C1=C(C=C(C(=C1)C=1C=NC(=C(C1)C=1C=NN(C1)CC)NCCO)C)F)=O